ethyl (7S)-9-(2-chloro-6-fluoro-phenyl)-3-cyclopropyl-7-methyl-16-thia-2,4,5,8-tetrazatetracyclo[8.6.0.02,6.011,15]hexadeca-1(10),3,5,8,11(15)-pentaene-13-carboxylate ClC1=C(C(=CC=C1)F)C1=N[C@H](C2=NN=C(N2C=2SC=3CC(CC3C12)C(=O)OCC)C1CC1)C